3-(3-((tert-Butyldimethylsilyl)oxy)-2-fluoropropoxy)-5-methyl-4-nitro-1H-pyrazole [Si](C)(C)(C(C)(C)C)OCC(COC1=NNC(=C1[N+](=O)[O-])C)F